ClCC(=O)NC1=CC=C(C=C1)F 2-chloro-4'-fluoroacetanilide